CC([C@@H](C(=O)N1[C@@H]([C@H]2[C@H]3[C@@H](C[C@@H]([C@H]2C1)C3)F)C(=O)O)NC(C(F)(F)F)=O)(C)C (1S,2R,3S,6R,7S,9R)-4-[(2S)-3,3-dimethyl-2-(2,2,2-trifluoroacetamido)butanoyl]-9-fluoro-4-azatricyclo[5.2.1.0^{2,6}]decane-3-carboxylic acid